FC=1C=CC(=NC1)OCC1N(C2CC(C1C)C2)C(=O)C=2N=C(SC2C2=NC=CC=N2)C trans-3-{[(5-Fluoropyridin-2-yl)oxy]methyl}-4-methyl-2-[2-methyl-5-(pyrimidin-2-yl)-1,3-thiazol-4-carbonyl]-2-azabicyclo[3.1.1]heptan